3-(3-(3-amino-3-oxopropyl)phenyl)-2,2-dimethylpropionic acid tert-butyl ester C(C)(C)(C)OC(C(CC1=CC(=CC=C1)CCC(=O)N)(C)C)=O